C(C)(C)(C)OC([C@@H](NS(=O)(=O)C1=CC=C(C)C=C1)CC1=CNC=N1)=O p-toluenesulfonyl-L-histidine t-butyl ester